tert-butyl (1S)-1-[[(R)-tert-butyl sulfinyl]amino]spiro[indene-2,4'-piperidine]-1'-carboxylate C(C)(C)(C)[S@@](=O)NC1=C2C=CC=CC2=CC12CCN(CC2)C(=O)OC(C)(C)C